C(#N)C=1C=NN2C1C(=CC(=C2)OCCN2CCOCC2)C2=CC=C(C=N2)N2CCC(CC2)(C)NC(OC(C)(C)C)=O tert-butyl (1-(6-(3-cyano-6-(2-morpholinoethoxy)pyrazolo[1,5-a]pyridin-4-yl)pyridin-3-yl)-4-methylpiperidin-4-yl)carbamate